CN(CCCC1CCN(CC1)C(=O)[C@H](CC(C)C)N1C([C@@H](NCC1)CC(C)C)=O)C (S)-1-[(S)-1-({4-[3-(Dimethylamino)propyl]-1-piperidyl}carbonyl)-3-methylbutyl]-3-isobutyl-2-piperazinone